7'-bromo-2'-fluoro-4'-(trifluoromethylsulfanyl)spiro[1,3-dioxolane-2,3'-indane]-1'-one BrC=1C=CC(=C2C3(C(C(C12)=O)F)OCCO3)SC(F)(F)F